ClC1=C(C=C(C=C1NC1=NC=2N(C(=N1)NC1CC1)N=CC2C#N)C#N)N2[C@H](CN(CC2)C[C@H](C(=O)N)O)C (2R)-3-[(3S)-4-(2-chloro-5-cyano-3-{[8-cyano-4-(cyclopropylamino)pyrazolo[1,5-a][1,3,5]triazin-2-yl]amino}phenyl)-3-methylpiperazin-1-yl]-2-hydroxypropanamide